CC1(OB(OC1(C)C)C1=CC=C(OCCCN2CCNCC2)C=C1)C 1-(3-(4-(4,4,5,5-tetramethyl-1,3,2-dioxaborolan-2-yl)phenoxy)propyl)piperazine